CCCCCCCCCCCCCCC(=O)O[C@H](COC(=O)CCCCCCC/C=C\C/C=C\C/C=C\CC)COP(=O)(O)OC[C@@H](C(=O)O)N 1-(9Z,12Z,15Z-octadecatrienoyl)-2-pentadecanoyl-glycero-3-phosphoserine